COC(CNCC(F)(F)F)OC N-(2,2-dimethoxyethyl)-2,2,2-trifluoroethan-1-amine